6-((Tert-Butyldiphenylsilyl)oxy)-1-(4-methoxyphenyl)hexan-3-one [Si](C1=CC=CC=C1)(C1=CC=CC=C1)(C(C)(C)C)OCCCC(CCC1=CC=C(C=C1)OC)=O